5-chloro-N-((3-chloro-4-fluorophenyl)(5-methyl-4-(methylsulfonyl)-1H-imidazol-2-yl)methyl)pyrimidin-2-amine ClC=1C=NC(=NC1)NC(C=1NC(=C(N1)S(=O)(=O)C)C)C1=CC(=C(C=C1)F)Cl